FC1=C(C=C(C=C1)N1N=CC2=CC(=CC=C12)C1=C(C(=O)O)C=CC=C1)O 2-(1-(4-Fluoro-3-hydroxyphenyl)-1H-indazol-5-yl)benzoic acid